4'-((2,6-difluoro-4-((2r,5r)-5-propyl-1,3-dioxan-2-yl)phenyl)ethynyl)-2',3,5,6'-tetrafluoro-[1,1'-biphenyl]-4-carbonitrile FC1=C(C(=CC(=C1)C1OCC(CO1)CCC)F)C#CC1=CC(=C(C(=C1)F)C1=CC(=C(C(=C1)F)C#N)F)F